1-(2-(cyclopropanesulfonylamino)thiazol-4-yl)-N-(4-(6-methoxypyrazin-2-yl)phenyl)cyclopentane-1-carboxamide C1(CC1)S(=O)(=O)NC=1SC=C(N1)C1(CCCC1)C(=O)NC1=CC=C(C=C1)C1=NC(=CN=C1)OC